rel-(1s,3S,13R,16R,19s)-13'-methyl-8',18'-dioxa-12'-azaspiro[morpholine-3,15'-tetracyclo[17.2.2.02,7.012,16]tricosane] CC1N2CCCOC3CCCCC3C3CCC(OCC2[C@]2(C1)NCCOC2)CC3 |o1:20|